CC1=CN=C(N1)C1=NC=CC(=C1)C=1C=NC=C(C1)S(=O)(=O)C 5-Methyl-2-(5-(methylsulfonyl)-3,4'-bipyridin-2'-yl)-1H-imidazol